C(C)OC(=O)C=1N=C(OC1)C1=CC(=NC=C1)NC(C)=O 2-(2-acetamidopyridin-4-yl)oxazole-4-carboxylic acid ethyl ester